C(CCCCCCCCCCC)N[C@@H](CC(=O)[O-])C(=O)[O-].[Na+].[Na+] sodium laurylaspartate